C(C)(C)(C)C1=C(C(=C(O)C=C1)O)O tertiary butylpyrogallol